N-(3,4,5-trimethyl-4,5-dihydro-3H-[1,2,3]triazolo[4,5-c][1,7]naphthyridin-6-yl)cyclopropanecarboxamide CN1N=NC2=C1C(N(C=1C(=NC=CC21)NC(=O)C2CC2)C)C